2-[(5-methoxy-1-methyl-1H-indol-3-yl)methyl]benzoic acid COC=1C=C2C(=CN(C2=CC1)C)CC1=C(C(=O)O)C=CC=C1